2-amino-3-bromo-5-chloro-N-(cyclobutylmethyl)benzamide NC1=C(C(=O)NCC2CCC2)C=C(C=C1Br)Cl